NC1=NC=CC=C1[C@@H](C)N1CCOC=2C=3C1=NC(=NC3C(=CC2Cl)F)OCC2N(CCOC2)C (9R)-4-((R)-1-(2-aminopyridin-3-yl)ethyl)-8-chloro-10-fluoro-2-((4-methylmorpholin-3-yl)methoxy)-5,6-dihydro-4H-[1,4]oxazepino[5,6,7-de]quinazolin